1-allyl-8-nitro-3-propyl-1H-benzo[c][1,2]thiazine 2,2-dioxide C(C=C)N1S(C(=CC2=C1C(=CC=C2)[N+](=O)[O-])CCC)(=O)=O